3-((5-(5-(difluoromethyl)-1,3,4-oxadiazol-2-yl)pyridin-2-yl)methyl)-1-(3-fluorophenyl)-2,4-dioxo-1,3,8-triazaspiro[4.5]decane-8-carboxylic acid tert-butyl ester C(C)(C)(C)OC(=O)N1CCC2(C(N(C(N2C2=CC(=CC=C2)F)=O)CC2=NC=C(C=C2)C=2OC(=NN2)C(F)F)=O)CC1